ClC=1C=CC2=C(NC(=N2)[C@H](C)C=2N=C3CCCN(C3=CC2)C(=O)OC2CC2)C1 cyclopropyl (R)-6-(1-(6-chloro-1H-benzo[d]imidazol-2-yl)ethyl)-3,4-dihydro-1,5-naphthyridine-1(2H)-carboxylate